(E)-4-(hydroxymethyl)-3-methyl-pyrrolidin-2-one OCC1C(C(NC1)=O)C